5-BROMO-4-METHOXYINDOLE-3-CARBOXALDEHYDE BrC=1C(=C2C(=CNC2=CC1)C=O)OC